O=C1NC(CCC1N1C(C2=CC=C(C=C2C1)NC(C1=CC(=CC=C1)C(F)(F)F)=O)=O)=O N-(2-(2,6-dioxopiperidin-3-yl)-1-oxoisoindolin-5-yl)-3-(trifluoromethyl)benzamide